C(C)(C)(C)[C@H]1OC[C@](N1)(C(=O)N1CCN(CC1)C(=O)NC1=NC(N(C=C1)C1=CC=2CCC(CC2C=C1)=O)=O)C 4-((2R,4S)-2-(tert-butyl)-4-methyl-oxazolidine-4-carbonyl)-N-(2-oxo-1-(6-oxo-5,6,7,8-tetrahydronaphthalen-2-yl)-1,2-dihydropyrimidin-4-yl)piperazine-1-carboxamide